1-(4-(1-(4-(Trifluoromethoxy)phenyl)-1H-1,2,4-triazol-3-yl)phenyl)propan-2-yl (Z)-(3-(2-isopropyl-5-methylphenyl)thiazol-2(3H)-ylidene)carbamate C(C)(C)C1=C(C=C(C=C1)C)N1/C(/SC=C1)=N/C(OC(CC1=CC=C(C=C1)C1=NN(C=N1)C1=CC=C(C=C1)OC(F)(F)F)C)=O